FC(C(=N)C1=CC=C(C=C1)OC)(F)F 2,2,2-Trifluoro-1-(4-methoxyphenyl)ethan-1-imine